C12(CC(C1)C2)NC2=NC(=NC1=C(C(=C(C=C21)Cl)C2=CC=C(C1=C2N=C(S1)N)F)F)OC[C@]12CCCN2C[C@@H](C1)F 4-(4-(bicyclo[1.1.1]pentan-1-ylamino)-6-chloro-8-fluoro-2-(((2R,7aS)-2-fluorotetrahydro-1H-pyrrolizin-7a(5H)-yl)methoxy)quinazolin-7-yl)-7-fluorobenzo[d]thiazol-2-amine